(S)-N-(4-amino-3,4-dioxo-1-phenylbutan-2-yl)-6-chloro-2-fluoro-3-methylbenzamide NC(C([C@H](CC1=CC=CC=C1)NC(C1=C(C(=CC=C1Cl)C)F)=O)=O)=O